1-((1S,3S)-1-(4-(2-oxa-6-azaspiro[3.4]octan-6-yl)phenyl)-3-butyl-1,3,4,9-tetrahydro-2H-pyrido[3,4-b]indol-2-yl)-3-(trimethyl-silyl)prop-2-yn-1-one C1OCC12CN(CC2)C2=CC=C(C=C2)[C@@H]2N([C@H](CC1=C2NC2=CC=CC=C12)CCCC)C(C#C[Si](C)(C)C)=O